ClC=1C=C(C=CC1F)NC(=O)C=1C=2CC[C@@H](C2C(=CC1)F)NC(CO)=O (S)-N-(3-chloro-4-fluorophenyl)-7-fluoro-1-(2-hydroxyacetamido)-2,3-dihydro-1H-indene-4-carboxamide